N1CN2CCN=CC3=C2C1=CC=C3 tetrahydro-imidazo[4,5,1-jk][1,4]-benzodiazepine